(R)-3-fluoro-2-hydroxy-5-(2-(4-(pyrrolidin-1-yl)phenyl)thiomorpholine-4-carbonyl)benzaldehyde FC=1C(=C(C=O)C=C(C1)C(=O)N1C[C@H](SCC1)C1=CC=C(C=C1)N1CCCC1)O